C(C)OC=1N=CC(=NC1)C(=O)N 5-ethoxypyrazine-2-carboxamide